4-amino-2-chloro-5-(4-chloro-1-methylpyrazol-3-yl)pyrrole NC=1C=C(NC1C1=NN(C=C1Cl)C)Cl